BrC1=CC(=C(NC=2C(=C(C=NC2)CC2=C(C(=NC=C2)N(C(OCCCC)=O)C(=O)OC(C)(C)C)F)C)C=C1)F butyl N-[4-[[5-(4-bromo-2-fluoro-anilino)-4-methyl-3-pyridyl]methyl]-3-fluoro-2-pyridyl]-N-tert-butoxycarbonyl-carbamate